(3S,4R)-phenyl-3-(isoquinolin-3-ylcarbamoyl)pyrrolidine-1-carboxylic acid tert-butyl ester C(C)(C)(C)OC(=O)N1C([C@H](CC1)C(NC=1N=CC2=CC=CC=C2C1)=O)C1=CC=CC=C1